F[P-](F)(F)(F)(F)F.CN(C(=[N+](C)C)ON1N=NC2=C1C=CC=C2)C tetramethyl-O-(1H-benzotriazole-1-yl)uronium hexafluorophosphate